(3s,4r)-3-[({4-[7-(aminocarbonyl)-2H-indazol-2-yl]phenyl}amino)carbonyl]-4-(methoxycarbonyl)pyrrolidinium trifluoroacetate FC(C(=O)[O-])(F)F.NC(=O)C1=CC=CC2=CN(N=C12)C1=CC=C(C=C1)NC(=O)[C@@H]1C[NH2+]C[C@@H]1C(=O)OC